O[C@H](CN(C(OC(C)(C)C)=O)CC1=NC(=CC=C1O)C(F)(F)F)CC tert-butyl [(2S)-2-hydroxybutyl]{[3-hydroxy-6-(trifluoromethyl)pyridin-2-yl]methyl}carbamate